4-bromo-1,6-dihydropyrrolo[2,3-g]indazole-7,8-dione BrC1=C2C=NNC2=C2C(=C1)NC(C2=O)=O